(S)-N-(3-(2-(((R)-1-hydroxypropan-2-yl)amino)-6-(3-oxomorpholino)pyridin-4-yl)-4-methylphenyl)-3-(2,2,2-trifluoroethyl)pyrrolidine-1-carboxamide OC[C@@H](C)NC1=NC(=CC(=C1)C=1C=C(C=CC1C)NC(=O)N1C[C@@H](CC1)CC(F)(F)F)N1C(COCC1)=O